C[Si](C)(C)C[C@@H](C(=O)O)N The molecule is an L-alanine derivative that is L-alanine in which one of the hydrogens of the methyl group is substituted by a trimethylsilyl group. It is a L-alanine derivative and an organosilicon compound.